C1(C=CCO1)=O γ-Crotonolactone